FC1=CC=C(C=C1)CN1C(C(=CC2=CC(=CN=C12)C(C)C)C(=O)O)=O 1-(4-fluorophenylmethyl)-6-isopropyl-2-oxo-1,2-dihydro-1,8-naphthyridine-3-carboxylic acid